3-(4-methylphenyl)propanal CC1=CC=C(C=C1)CCC=O